N-{[1-(Pyrrolidine-1-carbonyl)cyclobutyl]methyl}-4H,5H,6H,7H,8H,9H,10H-cyclonona[b]thiophene-2-carboxamide N1(CCCC1)C(=O)C1(CCC1)CNC(=O)C1=CC2=C(S1)CCCCCCC2